(4S)-3-(6-(5-(((tert-butyldimethylsilyl)oxy)methyl)-5-methyl-2-(methylthio)-5,6-dihydro-7H-pyrrolo[2,3-d]pyrimidin-7-yl)pyridin-2-yl)-4-methyloxazolidin-2-one [Si](C)(C)(C(C)(C)C)OCC1(CN(C=2N=C(N=CC21)SC)C2=CC=CC(=N2)N2C(OC[C@@H]2C)=O)C